N-(2-(1-(3-chloro-4-((3,5-difluoropyridin-2-yl)methoxy-d2)-5',6-dimethyl-2-carbonyl-2H-[1,4'-bipyridine]-2'-yl)-1H-pyrazol-3-yl)propan-2-yl)acetamide ClC=1C(N(C(=CC1OC([2H])([2H])C1=NC=C(C=C1F)F)C)C1=CC(=NC=C1C)N1N=C(C=C1)C(C)(C)NC(C)=O)=C=O